tert-butyl 4-(3-oxa-6-azabicyclo[3.1.1]heptan-6-ylmethyl)piperidine-1-carboxylate C12COCC(N1CC1CCN(CC1)C(=O)OC(C)(C)C)C2